4-[(1-methyl-1-pyrimidin-2-yl-ethyl)amino]-6-nitro-1-(trideuteriomethyl)quinazolin-2-one CC(C)(C1=NC=CC=N1)NC1=NC(N(C2=CC=C(C=C12)[N+](=O)[O-])C([2H])([2H])[2H])=O